[Pt].C(C)OCC1=C2C=CC=NC2=C(C=C1)O 5-(ethoxymethyl)-8-hydroxyquinoline platinum